3-methylbenzo[c][1,2]oxaborol-1(3H)-ol CC1C2=C(B(O1)O)C=CC=C2